3,8-dibromonaphtho[1,2-b]thieno[2,3-d]thiophene-5,6-dione BrC1=CC=2C(C(C3=C(SC4=C3SC(=C4)Br)C2C=C1)=O)=O